tert-butyl 3-[2-(2,2-dimethoxyethoxy)-8-fluoro-7-[3-(methoxymethoxy)-8-(2-triisopropylsilylethynyl)-1-naphthyl]pyrido[4,3-d]pyrimidin-4-yl]-3,8-diazabicyclo[3.2.1]octane-8-carboxylate COC(COC=1N=C(C2=C(N1)C(=C(N=C2)C2=CC(=CC1=CC=CC(=C21)C#C[Si](C(C)C)(C(C)C)C(C)C)OCOC)F)N2CC1CCC(C2)N1C(=O)OC(C)(C)C)OC